C(CCC)OP(=O)(O)O.C(C=C)(=O)O acrylic acid Butyl-phosphate